(E)-ethyl 3-(4-((E)-2-(2-chloro-4-fluorophenyl)-1-(1-(tetrahydro-2H-pyran-2-yl)-1H-indazol-5-yl)but-1-en-1-yl)phenyl)acrylate ClC1=C(C=CC(=C1)F)/C(=C(/C=1C=C2C=NN(C2=CC1)C1OCCCC1)\C1=CC=C(C=C1)/C=C/C(=O)OCC)/CC